Cl.C(C1=CC=CC=C1)N1CC(C(CC1)=O)C(=O)OC Methyl 1-benzyl-4-oxopiperidine-3-carboxylate hydrochloride